NC=1C=CC(=C(C1)S(=O)(=O)N=CN(C)C)C=1C=NN(C1)C1CC1 5-Amino-2-(1-cyclopropyl-1H-pyrazol-4-yl)-N-[(dimethylamino)methylene]benzene-sulfonamide